N-(5-((6-((R)-3-(3-chloro-2-fluorophenyl)-isoxazolidine-2-yl)pyrimidine-4-yl)amino)-2-(4-(4-cyclopropylpiperazine-1-yl)piperidine-1-yl)-4-methoxyphenyl)acrylamide ClC=1C(=C(C=CC1)[C@@H]1N(OCC1)C1=CC(=NC=N1)NC=1C(=CC(=C(C1)NC(C=C)=O)N1CCC(CC1)N1CCN(CC1)C1CC1)OC)F